C1(CC1)OC1=C(C(=NC=C1)C(=O)N)C=O 4-CYCLOPROPOXY-3-FORMYLPICOLINAMIDE